CC(CN1C(C=C(C2=C1N=CN=C2)C)=O)(C)C 8-(2,2-dimethylpropyl)-5-methylpyrido[2,3-d]pyrimidin-7(8H)-one